FC(C(=O)O)(F)F.BrC1=C(C=C(C=C1)Cl)C=1N=CN(C(C1)=O)[C@H]1CCC[C@H](C(NC=2C=NN(C2C=2C=CN=C1C2)C)=O)C (9R,13S)-13-[4-(2-Bromo-5-chlorophenyl)-6-oxo-1,6-dihydropyrimidin-1-yl]-3,9-dimethyl-3,4,7,15-tetraazatricyclo[12.3.1.02,6]octadeca-1(18),2(6),4,14,16-pentaen-8-one trifluoroacetate